C\C(=C/C([2H])([2H])C1=C(C=C(C=C1O)C(CCCC)([2H])[2H])O)\CCC=C(C)C (E)-2-(3,7-Dimethylocta-2,6-dien-1-yl-1,1-d2)-5-(pentyl-1,1-d2)benzene-1,3-Diol